4-(4-(5-(((1R,4R,5R,6S)-6-fluoro-2-azabicyclo[2.2.1]heptan-5-yl)(methyl)amino)-1,3,4-thiadiazol-2-yl)-3-hydroxyphenyl)-1-methyl-1,3,5-triazin-2(1H)-one F[C@@H]1[C@@H]([C@H]2CN[C@@H]1C2)N(C2=NN=C(S2)C2=C(C=C(C=C2)C2=NC(N(C=N2)C)=O)O)C